C(C=1C(C(=O)OOC(C(=C)C)=O)=CC=CC1)(=O)OC 2-(methacryloyloxy) methyl phthalate